C(C)(C)(C)OC(=O)N1CC2CCC(C1)N2 3,8-diazabicyclo-[3.2.1]octane-3-carboxylic acid tert-butyl ester